4-(((2-(2,5-diazabicyclo[4.1.0]heptan-2-yl)pyrimidin-4-yl)oxy)methyl)-3-fluorobenzonitrile C12N(CCNC2C1)C1=NC=CC(=N1)OCC1=C(C=C(C#N)C=C1)F